dibutyl-thiourethane antimony salt [Sb].C(CCC)N(C(=S)OCC)CCCC